C1(CCCC1)OCC1=C(C(=CC(=C1)NC1(CCOCC1)C(=O)O)C)C1=CC(=C(C(=C1)OC)C)OC 4-((2-((cyclopentyloxy)methyl)-3',5'-dimethoxy-4',6-dimethyl-[1,1'-biphenyl]-4-yl)amino)tetrahydro-2H-pyran-4-carboxylic acid